(S)-2-(4-((1R,2S)-6-hydroxy-2-phenyl-1,2,3,4-tetrahydronaphthalen-1-yl)phenyl)-5-oxa-2-azaspiro[3.4]octane-7-carbaldehyde OC=1C=C2CC[C@@H]([C@@H](C2=CC1)C1=CC=C(C=C1)N1CC2(C1)OC[C@H](C2)C=O)C2=CC=CC=C2